N-(1-(dimethylcarbamoyl)pyrrolidin-3-yl)-5-((5-fluoro-2-oxoindol-3-ylidene)methyl)-2,4-dimethyl-1H-pyrrole-3-carboxamide CN(C(=O)N1CC(CC1)NC(=O)C1=C(NC(=C1C)C=C1C(NC2=CC=C(C=C12)F)=O)C)C